(R)-N-(4-(3-((6-fluoroquinazolin-2-yl)amino)pyrrolidine-1-carbonyl)phenyl)acrylamide FC=1C=C2C=NC(=NC2=CC1)N[C@H]1CN(CC1)C(=O)C1=CC=C(C=C1)NC(C=C)=O